C1(CC1)C=1N=C(N=NC1C1=C(C=C(C=C1)C=O)OCOCC)N[C@H]1CN(CCC1)C(=O)OC(C)(C)C tert-butyl (R)-3-((5-cyclopropyl-6-(2-(ethoxymethoxy)-4-formylphenyl)-1,2,4-triazin-3-yl)amino)piperidine-1-carboxylate